(2-(Benzyloxy)-4,6-dihydroxyphenyl)(8-((1-methylpiperidin-4-yl)amino)-3,4-dihydroisoquinolin-2(1H)-yl)methanone C(C1=CC=CC=C1)OC1=C(C(=CC(=C1)O)O)C(=O)N1CC2=C(C=CC=C2CC1)NC1CCN(CC1)C